C(C)OC[C@@H]1CC[C@H](CC1)COCC trans-1,4-bis(ethoxymethyl)cyclohexane